C1(=C(C=CC=C1)C#CC1=NNC2=CC=C(C=C12)C(=O)N1C[C@H](CC1)NC)C1=CC=CC=C1 (S)-(3-([1,1'-biphenyl]-2-ylethynyl)-1H-indazol-5-yl)(3-(methylamino)pyrrolidin-1-yl)methanone